1-((6-(3-aminopyrrolidin-1-yl)pyridin-3-yl)methyl)-3-(4-(2-(4-methoxyphenyl)propan-2-yl)thiazol-2-yl)urea NC1CN(CC1)C1=CC=C(C=N1)CNC(=O)NC=1SC=C(N1)C(C)(C)C1=CC=C(C=C1)OC